ClC1=CC(=CN=N1)NC(=O)[C@@H]1[C@H](C1)C1=NC=CC(=N1)C (1S,2S)-N-(6-chloropyridazin-4-yl)-2-(4-methylpyrimidin-2-yl)cyclopropane-1-carboxamide